Cl.Cl.CN1CCN(CCC1)C(C(=O)O)C 2-(4-methyl-1,4-diazepan-1-yl)propionic acid dihydrochloride